(3R)-3-({2-[2-fluoro-4-(methylsulfanyl)phenyl][1,2,4]triazolo[1,5-c]quinazolin-5-yl}amino)azepan-2-one FC1=C(C=CC(=C1)SC)C1=NN2C(=NC=3C=CC=CC3C2=N1)N[C@H]1C(NCCCC1)=O